C(C)(C)OC(=O)C=1C(=NC(=NC1)NC=1C(=NC(=C(C1)[N+](=O)[O-])N1CCN(CC1)C(=O)OC(C)(C)C)OC)C1=CN(C2=CC=CC=C12)C 2-((6-(4-(Tert-Butoxycarbonyl)piperazin-1-yl)-2-methoxy-5-nitropyridin-3-yl)amino)-4-(1-methyl-1H-indol-3-yl)pyrimidine-5-carboxylic acid isopropyl ester